CC(CO)CC(CC)C 2,4-dimethyl-hexan-1-ol